N-[4-Bromo-3-methyl-2-nitro-6-(trifluoromethoxy)phenyl]formamide BrC1=C(C(=C(C(=C1)OC(F)(F)F)NC=O)[N+](=O)[O-])C